(R)-2-(3-((6-(2-Hydroxy-4-(trifluoromethyl)phenyl)-5-methylpyridazin-3-yl)amino)piperidin-1-yl)-1-(3-(hydroxymethyl)-3-methylazetidin-1-yl)ethan-1-one OC1=C(C=CC(=C1)C(F)(F)F)C1=C(C=C(N=N1)N[C@H]1CN(CCC1)CC(=O)N1CC(C1)(C)CO)C